2-(2,6-dioxo-3-piperidinyl)-4-[2-(2-hydroxyethoxy)ethylamino]Isoindoline-1,3-dione O=C1NC(CCC1N1C(C2=CC=CC(=C2C1=O)NCCOCCO)=O)=O